1-[2-[bis[(4-methoxyphenyl)methyl]amino]-4-methoxy-pyrimidin-5-yl]-2,2,3,3-tetrafluoro-propan-1-ol COC1=CC=C(C=C1)CN(C1=NC=C(C(=N1)OC)C(C(C(F)F)(F)F)O)CC1=CC=C(C=C1)OC